O(C)P(OC)(OC)OC tetramethoxylphosphine